O1CCN(CC1)CCN1C=NC2=CC=C(C=C2C1=O)C=1C=CC2=C(NC(=N2)C2=CC=NC=C2)C1 3-(2-Morpholinoethyl)-6-(2-(pyridin-4-yl)-1H-benzo[d]imidazol-6-yl)quinazolin-4(3H)-one